2-methylthio-pyrimidin-4-amine CSC1=NC=CC(=N1)N